(1-(5-(4-ethylpiperazin-1-yl)-4H-1,2,4-triazol-3-yl)azetidin-3-yl)methanamine C(C)N1CCN(CC1)C=1NC(=NN1)N1CC(C1)CN